C(C1CO1)OCCCSSSSCCCOCC1CO1 bis-(3-glycidoxypropyl) tetrasulfide